ClC=1C=C(C=C2NC(C(NC12)=O)(C)C)F 8-chloro-6-fluoro-3,3-dimethyl-3,4-dihydro-1H-quinoxalin-2-one